C(CC=1C2=CC=CC=C2C=C2C=CC=CC12)C=1C2=CC=CC=C2C=C2C=CC=CC12 9,9'-ethylenebisanthracene